[2-chloro-5-(4,4,5,5-tetramethyl-1,3,2-dioxaborolan-2-yl)phenyl]ethan-1-ol ClC1=C(C=C(C=C1)B1OC(C(O1)(C)C)(C)C)C(C)O